CCCCC(CC)COC(=O)C(=C)C=C ethylene-2-ethylhexyl acrylate